1-(2-(pyrrolidin-1-yl)ethyl)piperidin N1(CCCC1)CCN1CCCCC1